(3-(5-(4-((5-cyclopropyl-1H-pyrazol-3-yl)amino)quinazolin-2-yl)pyridin-2-yl)-3,6-diazabicyclo[3.1.1]heptan-6-yl)(naphthalen-2-yl)methanone C1(CC1)C1=CC(=NN1)NC1=NC(=NC2=CC=CC=C12)C=1C=CC(=NC1)N1CC2N(C(C1)C2)C(=O)C2=CC1=CC=CC=C1C=C2